N1,N1,N2-trimethyl-N2-(2-(pyridin-2-yl)pyrimidin-5-yl)ethane-1,2-diamine CN(CCN(C=1C=NC(=NC1)C1=NC=CC=C1)C)C